C(C)(C)(C)C=1C(=C(C=C(C1)OC)C1=C(C(=CC(=C1)OC)C(C)(C)C)OP(Cl)Cl)OP1OC(C(O1)(C1=CC=CC=C1)C1=CC=CC=C1)(C1=CC=CC=C1)C1=CC=CC=C1 2-((3,3'-di-tert-butyl-2'-((dichlorophosphaneyl)oxy)-5,5'-dimethoxy-[1,1'-biphenyl]-2-yl)oxy)-4,4,5,5-tetraphenyl-1,3,2-dioxaphospholane